NC1=NC2=C(C=C(C1)C(=O)N(CCC)CCC)C=CC(=C2)Br 2-amino-8-bromo-N,N-dipropyl-3H-1-benzazepine-4-carboxamide